2-CYCLOHEXYL-7-METHYL-5-NITRO-1H-INDOLE-3-CARBOXALDEHYDE C1(CCCCC1)C=1NC2=C(C=C(C=C2C1C=O)[N+](=O)[O-])C